1,8-difluoronaphthalene FC1=CC=CC2=CC=CC(=C12)F